O=C1C(C2=CNC=C2CC1)=O dioxo-4,5,6,7-tetrahydroisoindol